1-(3-chloro-pyrazin-2-yl)ethyl (1-methyl-4-(6-methyl-5-(methyl-sulfonamido)pyridin-2-yl)-1H-1,2,3-triazol-5-yl)carbamate CN1N=NC(=C1NC(OC(C)C1=NC=CN=C1Cl)=O)C1=NC(=C(C=C1)NS(=O)(=O)C)C